1-chlorodecyl carbonochloridate C(OC(CCCCCCCCC)Cl)(=O)Cl